(2S,4R)-1-[(2S)-3,3-dimethyl-2-[4-(5-phenyl-2-thienyl)triazol-1-yl]butanoyl]-4-hydroxy-N-methyl-pyrrolidine-2-carboxamide CC([C@@H](C(=O)N1[C@@H](C[C@H](C1)O)C(=O)NC)N1N=NC(=C1)C=1SC(=CC1)C1=CC=CC=C1)(C)C